naphtho[2,3-b]benzofuran-2-ylboronic acid C1=C(C=CC2=C1C1=C(O2)C=C2C=CC=CC2=C1)B(O)O